6-(4-isopropyl-3-(4-(1-propylazetidin-3-yl)phenyl)-1H-pyrazol-5-yl)-8-methyl-[1,2,4]triazolo[1,5-a]pyridine C(C)(C)C=1C(=NNC1C=1C=C(C=2N(C1)N=CN2)C)C2=CC=C(C=C2)C2CN(C2)CCC